C=CC(CC=C)N1N=NC2=C1C=CC=C2 1-hexa-1,5-diene-3-yl-benzotriazoleN